tert-butyl (6aR,9R)-9-(diethylcarbamoyl)-7-methyl-6a,7,8,9-tetrahydroindolo[4,3-fg]quinoline-4(6H)-carboxylate C(C)N(C(=O)[C@H]1CN([C@@H]2CC=3C4=C(C2=C1)C=CC=C4N(C3)C(=O)OC(C)(C)C)C)CC